CO[Si](CCCNC(=NC1CCCCC1)NC1CCCCC1)(OC)OC 1-(3-trimethoxysilylpropyl)-2,3-dicyclohexylguanidine